CN1N=CC(=C1)C1=NC=CC(=C1)O[C@@H]1C[C@H](C1)N1C(N(CC1=O)C1=CC(=CC=C1)OC(F)(F)F)=O 3-(trans-3-{[2-(1-methyl-1H-pyrazol-4-yl)-4-pyridinyl]oxy}cyclobutyl)-1-[3-(trifluoromethoxy)phenyl]-2,4-imidazolidinedione